N-(4-(1-isopropyl-4-(trifluoromethyl)-1H-imidazol-2-yl)benzyl)-2-(4-methoxypyrimidin-5-yl)imidazo[2,1-f][1,2,4]triazin-4-amine C(C)(C)N1C(=NC(=C1)C(F)(F)F)C1=CC=C(CNC2=NC(=NN3C2=NC=C3)C=3C(=NC=NC3)OC)C=C1